2-(3,4,6,7,8,8a-hexahydro-1H-pyrrolo[1,2-a]pyrazin-2-yl)ethyl 6-[6-[5-(6-methyl-2-pyridyl)-1H-imidazol-4-yl]-3-quinolyl]pyridine-3-carboxylate CC1=CC=CC(=N1)C1=C(N=CN1)C=1C=C2C=C(C=NC2=CC1)C1=CC=C(C=N1)C(=O)OCCN1CC2N(CC1)CCC2